ClC=1SC(=CC1C1=CC=CC(=N1)C(C(=O)O)(F)F)Cl 2-[6-(2,5-dichlorothiophen-3-yl)pyridin-2-yl]-2,2-difluoroacetic acid